(R)-N-(2-fluoro-1-(4-(trifluoromethyl)phenyl)ethyl)morpholine-4-sulfonamide FC[C@@H](C1=CC=C(C=C1)C(F)(F)F)NS(=O)(=O)N1CCOCC1